Diphosphite [O-]P([O-])OP([O-])[O-]